N[C@H](C(=O)O)CC1=CC=C(C=C1)N1C(N=C(C=C1)NC(=O)N1CCN(CC1)C(C(C)(C)NC(=O)OC(C)(C)C)=O)=O (S)-2-amino-3-(4-(4-(4-(2-((t-butoxycarbonyl)amino)-2-methylpropanoyl)piperazine-1-carboxamido)-2-oxopyrimidin-1(2H)-yl)phenyl)propanoic acid